ClC1=C(C=CC=C1)C=1N=C(SC1)N(/N=C/C1=CC=CC=C1)C(=O)OCCC1=CC=CC=C1 (E)-4-(2-chlorophenyl)-2-(2-phenylethoxyformylbenzylidenehydrazino)thiazole